N[C@@H](C(=O)O)CNC(C1=CC(=CC(=C1)F)C=1C=NOC1C(C)(C)C)=O (R)-2-amino-3-(3-(5-(tert-butyl)isoxazol-4-yl)-5-fluorobenzamido)propanoic acid